[N+](=O)([O-])C1=CC(=NC=C1)N1CCN(C2(CC2)C1)C(=O)OC(C)(C)C tert-butyl 7-(4-nitropyridin-2-yl)-4,7-diazaspiro[2.5]octane-4-carboxylate